C(C)(=O)OC(CC1=CC=CC=C1)C 1-methyl-2-phenyl-ethyl acetate